The molecule is an organic disulfide that consists of two molecules of pantothenic acid linked by amide bonds to a cysteamine disulfide bridging group. It has a role as a nutraceutical and a coenzyme. It derives from a pantothenic acid. CC(C)(CO)[C@H](C(=O)NCCC(=O)NCCSSCCNC(=O)CCNC(=O)[C@@H](C(C)(C)CO)O)O